C(C)(C)(C)OC(=O)O[C@@H]1[C@H]([C@H](N(C1)C(=O)OC(C)(C)C)CC1=CC=C(C=C1)OCCC)O tert-butyl (2R,3S,4S)-4-[(tert-butoxycarbonyl)oxy]-3-hydroxy-2-[(4-propoxyphenyl)methyl]pyrrolidine-1-carboxylate